S-(11-{(1R)-1-[1-Benzyl-4-(2,5-difluorophenyl)-1H-pyrrol-2-yl]-2,2-dimethylpropyl}-2,2-dimethyl-6,12-dioxo-5-oxa-7,11-diaza-2-silatridecan-13-yl)-L-cysteine C(C1=CC=CC=C1)N1C(=CC(=C1)C1=C(C=CC(=C1)F)F)[C@@H](C(C)(C)C)N(CCCNC(OCC[Si](C)(C)C)=O)C(CSC[C@H](N)C(=O)O)=O